7-[(3R,5S)-3,5-dimethylpiperazin-1-yl]-N-(8-fluoro-2-methyl-imidazo[1,2-a]pyridin-6-yl)-1H-1,3-benzodiazole-4-carboxamide C[C@@H]1CN(C[C@@H](N1)C)C1=CC=C(C2=C1NC=N2)C(=O)NC=2C=C(C=1N(C2)C=C(N1)C)F